OCCN1CCC(CC1)N(C(=O)C1=C(C2=C(NC(=C2C(C)C)C=2C=C(C=3N(C2)N=CN3)C)S1)C)C N-(1-(2-hydroxyethyl)piperidin-4-yl)-4-isopropyl-N,3-dimethyl-5-(8-methyl-[1,2,4]triazolo[1,5-a]pyridin-6-yl)-6H-thieno[2,3-b]pyrrole-2-carboxamide